N-(3-bromo-2,5-difluorophenyl)-2-(hydroxyimino)acetamide 3,3-difluoro-pyrrolidine-1-carboxylate FC1(CN(CC1)C(=O)O)F.BrC=1C(=C(C=C(C1)F)NC(C=NO)=O)F